BrC1=CC(=CC(=N1)C=O)C 6-Bromo-4-methylpicolinaldehyde